CC1(OB(OC1(C)C)C1OCCCC1)C 4,4,5,5-tetramethyl-2-tetrahydropyran-2-yl-1,3,2-dioxaborolane